CC1=C(C2=C(N=N1)SC1=C2N=CN=C1NCC1=CC=C(C=C1)C=1N(C=CC1)C)C 3,4-dimethyl-N-[[4-(1-methylpyrrol-2-yl)phenyl]methyl]pyrimido[4',5':4,5]thieno[2,3-c]pyridazin-8-amine